BrC=1C=C2CCN(C(C2=CC1)=O)CC1CCOCC1 6-bromo-2-((tetrahydro-2H-pyran-4-yl)methyl)-3,4-dihydroisoquinolin-1(2H)-one